ClC=1C=C(C=CC1F)[C@@H](NC(=O)[C@@H]1CNC(O1)=O)C=1N=C(SC1)C(F)(F)F |&1:8| (S)-N-((R and S)-(3-chloro-4-fluorophenyl)(2-(trifluoromethyl)thiazol-4-yl)methyl)-2-oxooxazolidine-5-carboxamide